tert-butyl N-[(S)-{3-[5-cyclopropyl-3-(4-fluoro-2-methylphenoxy)-6-(trifluoromethyl)pyridazine-4-amido]phenyl}(methyl)oxo-λ6-sulfanylidene]carbamate C1(CC1)C=1C(=C(N=NC1C(F)(F)F)OC1=C(C=C(C=C1)F)C)C(=O)NC=1C=C(C=CC1)[S@@](=NC(OC(C)(C)C)=O)(=O)C